ClC=1C=C/2C(=CN1)NC(\C2=C/C=2NC=CC2C(=O)OC)=O methyl 2-[(Z)-(5-chloro-2-oxo-1H-pyrrolo[2,3-c]pyridin-3-ylidene) methyl]-1H-pyrrole-3-carboxylate